2-Methyl-2-(methylthio)propanal O-(N-methylcarbamoyl) oxime CNC(=O)ON=CC(C)(SC)C